(3R)-3-amino-8-fluoro-7-[5-(4-oxa-7-azaspiro[2.5]oct-7-yl)-1,2,4-oxadiazol-3-yl]-1,1-dioxo-5-[[6-[4-(trifluoromethyl)phenyl]-3-pyridinyl]methyl]-2,3-dihydro-1λ6,5-benzothiazepine-4-One N[C@H]1CS(C2=C(N(C1=O)CC=1C=NC(=CC1)C1=CC=C(C=C1)C(F)(F)F)C=C(C(=C2)F)C2=NOC(=N2)N2CCOC1(CC1)C2)(=O)=O